N-methyl-1-(1-methylpyrrolidin-2-yl)methylamine hydrochloride Cl.CNCC1N(CCC1)C